3-2-ethoxypyrrolidone CCOC1C(NCC1)=O